(E)-1-(4-Hydroxyphenyl)-3-[4-methoxy-3-[(2-nitrophenoxy)methyl]phenyl]prop-2-en-1-one OC1=CC=C(C=C1)C(\C=C\C1=CC(=C(C=C1)OC)COC1=C(C=CC=C1)[N+](=O)[O-])=O